Methyl 2-{6-cyclopropyl-4-[4-fluoro-2-(4-methyl-1,2,4-triazol-3-yl)phenyl]pyridin-2-yl}-7-fluoro-1,3-benzoxazole-5-carboxylate C1(CC1)C1=CC(=CC(=N1)C=1OC2=C(N1)C=C(C=C2F)C(=O)OC)C2=C(C=C(C=C2)F)C2=NN=CN2C